(1R,4R,5S)-5-((7-bromo-6-(2-cyanoethyl)-8-fluoro-3-(5-methoxy-5-oxopent-1-yn-1-yl)-2-(methylsulfanyl)quinolin-4-yl)amino)-2-azabicyclo[2.1.1]hexane-2-carboxylic acid tert-butyl ester C(C)(C)(C)OC(=O)N1[C@H]2[C@H]([C@@H](C1)C2)NC2=C(C(=NC1=C(C(=C(C=C21)CCC#N)Br)F)SC)C#CCCC(=O)OC